5-((dimethylamino)methyl)-N,N-bis(4-methoxybenzyl)-1-methyl-1H-pyrazole-3-sulfonamide CN(C)CC1=CC(=NN1C)S(=O)(=O)N(CC1=CC=C(C=C1)OC)CC1=CC=C(C=C1)OC